(2-cyanoethyl)(2-hydroxyethyl)methylamine C(#N)CCN(C)CCO